N-(bis(3-(tributylsilyl)phenyl)phosphaneyl)-N-benzyl-1,1-bis(4-(tripropylsilyl)phenyl)phosphanamine C(CCC)[Si](C=1C=C(C=CC1)P(N(P(C1=CC=C(C=C1)[Si](CCC)(CCC)CCC)C1=CC=C(C=C1)[Si](CCC)(CCC)CCC)CC1=CC=CC=C1)C1=CC(=CC=C1)[Si](CCCC)(CCCC)CCCC)(CCCC)CCCC